N,N'-diethyl-N,N'-dimethyl-3-methyl-2,4-butanediamine C(C)N(C(C)C(CN(C)CC)C)C